OCCCNC([C@H](NC1=NC=2C=CC=CC2C=2N1N=C(N2)C2=CC(=CC=C2)OC)C)=O N-(3-hydroxypropyl)-N2-[2-(3-methoxyphenyl)[1,2,4]triazolo[1,5-c]quinazolin-5-yl]-D-alaninamide